2-(3-{[5,5-Dimethyl-1,4-dioxan-2-yl]methoxy}pyridin-4-yl)-3-(2-ethyl-3-fluoroanilino)-1,5,6,7-tetrahydro-4H-pyrrolo[3,2-c]pyridin-4-one CC1(OCC(OC1)COC=1C=NC=CC1C1=C(C=2C(NCCC2N1)=O)NC1=C(C(=CC=C1)F)CC)C